(S)-2-amino-N-(3,5-difluoro-4-(3-methoxypyridin-4-yl)phenyl)-3,3-diphenylpropanamide dihydrochloride Cl.Cl.N[C@H](C(=O)NC1=CC(=C(C(=C1)F)C1=C(C=NC=C1)OC)F)C(C1=CC=CC=C1)C1=CC=CC=C1